lithium magnesium chloride bromide [Br-].[Cl-].[Mg+2].[Li+]